N-(m-tolyl)methyl-(5r,8r)-8-[1-(2-hydroxyethyl)-4-pyrazolylamino]-2-aza-2-spiro[4.5]decanecarboxamide C1(=CC(=CC=C1)CNC(=O)N1CC2(CC1)CCC(CC2)NC=2C=NN(C2)CCO)C